CC1=CC=C(C=C1)S(=O)(=O)C1NCC12CNC2 (4-methylphenyl)sulfonyl-2,6-Diazaspiro[3.3]heptane